(3-(4-methyl-1-piperazinyl)propyl)carbamate CN1CCN(CC1)CCCNC([O-])=O